ClC1([C@H]([C@@H]1C1=CC(=CC(=C1)Cl)Cl)C(=O)NC1=CC(=C(C=C1)Cl)NCCCCC)Cl |r| Trans-rac-2,2-dichloro-N-(4-chloro-3-pentylaminophenyl)-3-(3,5-dichlorophenyl)cyclopropane-1-carboxamide